N-((5-(2-((2-methylpyrido[2,3-d]pyrimidin-4-yl)thio)acetyl)thiophen-2-yl)methyl)pivalamide CC=1N=C(C2=C(N1)N=CC=C2)SCC(=O)C2=CC=C(S2)CNC(C(C)(C)C)=O